[N+](=O)(OC[C@H](C)N1C(C2=CC=3C(N(C(C3C=C2C1=O)=O)[C@H](CO[N+](=O)[O-])C)=O)=O)[O-] (2S,2'S)-(1,3,5,7-Tetraoxo-5,7-dihydropyrrolo[3,4-f]isoindole-2,6(1H,3H)-diyl)bis(propane-2,1-diyl) dinitrate